N-((1H-imidazol-5-yl)methyl)-1-(5-methylfuran-2-yl)methanamine N1C=NC=C1CNCC=1OC(=CC1)C